CC1=CC=CC(=N1)C1=C(N=CN1)C=1C=C2C=C(C=NC2=CC1)C=1C=C(SC1)C(=O)OC[C@@H]1NCCCC1 [(2R)-2-piperidyl]methyl 4-[6-[5-(6-methyl-2-pyridyl)-1H-imidazol-4-yl]-3-quinolyl]thiophene-2-carboxylate